C(C)(C)N1N=C(N=C1C=1N=C2N(CCOC3=C2C=CC(=C3)C=3C=NN(C3)C(C(=O)N)(C)C)C1)C 2-{4-[2-(1-Isopropyl-3-methyl-1H-1,2,4-triazol-5-yl)-5,6-dihydroimidazo[1,2-d][1,4]benzoxazepin-9-yl]-1H-pyrazol-1-yl}-2-methylpropanamide